O=C1N(CC2=CC(=CC=C12)C=1C=2N(C=C(C1)CNCCC1=C(C=CC=C1)C(F)(F)F)C=CN2)C2C(NC(CC2)=O)=O 3-(1-oxo-5-(6-(((2-(trifluoromethyl)phenethyl)amino)methyl)imidazo[1,2-a]pyridin-8-yl)isoindolin-2-yl)piperidine-2,6-dione